9-oxo-9-(tetradecyloxy)nonanoic acid O=C(CCCCCCCC(=O)O)OCCCCCCCCCCCCCC